4-(1-propionyl-1H-indol-5-yl)benzoic Acid C(CC)(=O)N1C=CC2=CC(=CC=C12)C1=CC=C(C(=O)O)C=C1